5-(Imidazo[1,2-a]pyridin-6-yl)-N-((1-methylcyclopropyl)methyl)pyrrolo[2,1-f][1,2,4]triazin-2-amine N=1C=CN2C1C=CC(=C2)C=2C=CN1N=C(N=CC12)NCC1(CC1)C